Tert-butyl 2-[2-[[6-methoxy-5-[2-(4-methylpiperazin-1-yl)-2-oxo-ethoxy]-1,3-benzothiazol-2-yl]methylcarbamoyl]indan-2-yl]acetate COC1=CC2=C(N=C(S2)CNC(=O)C2(CC3=CC=CC=C3C2)CC(=O)OC(C)(C)C)C=C1OCC(=O)N1CCN(CC1)C